2-(5,11-dihydro-4H-3,4,10,11-tetraazadibenzo[cd,h]azulen-4-yl)ethan-1-ol C1=CC=2C3=C(C=CC=4C(=C13)NN=CC4)CN(N2)CCO